methyl 3-chloro-6-(((1-methylcyclobutyl)amino)methyl)imidazo[1,2-a]pyridine-8-carboxylate ClC1=CN=C2N1C=C(C=C2C(=O)OC)CNC2(CCC2)C